FC(C(=O)NCC1=CC=C(C(=O)O)C=C1)(F)F N-trifluoroacetyl-4-aminomethylbenzoic acid